4-[(5-allyloxy-4-methyl-3-pyridinyl)methyl]-3-fluoro-pyridin-2-amine C(C=C)OC=1C(=C(C=NC1)CC1=C(C(=NC=C1)N)F)C